3-amino-4-(2-methylphenyl)-butyric acid NC(CC(=O)O)CC1=C(C=CC=C1)C